2-((E)-2-((E)-2-chloro-3-((E)-2-(4,6-diiodo-3,3-dimethyl-1-(4-sulfobutyl)indolin-2-ylidene)ethylidene)cyclohex-1-en-1-yl)vinyl)-4,6-diiodo-3,3-dimethyl-1-(4-sulfobutyl)-3H-indol-1-ium ClC/1=C(CCC\C1=C/C=C\1/N(C2=CC(=CC(=C2C1(C)C)I)I)CCCCS(=O)(=O)O)/C=C/C1=[N+](C2=CC(=CC(=C2C1(C)C)I)I)CCCCS(=O)(=O)O